4,4,4-trifluoro-valine FC(C([C@H](N)C(=O)O)C)(F)F